FC(C(F)(F)F)(C=1N=C(C2=C(N1)N=C(C=C2)O)C2=CC=C(C=C2)C)F 2-(perfluoroethyl)-4-(p-tolyl)pyrido[2,3-d]pyrimidin-7-ol